[Si](C)(C)(C(C)(C)C)OC[C@@H]1[C@@](CCC(C1)=O)(C)[C@@H]1[C@H]([C@@H]2CC[C@@H]([C@]2(CC1)C)CC)CNC(OC(C)(C)C)=O tert-butyl (((1S,3aS,4S,5S,7aR)-5-((1R,2S)-2-(((tert-butyldimethylsilyl)oxy)methyl)-1-methyl-4-oxocyclohexyl)-1-ethyl-7a-methyloctahydro-1H-inden-4-yl)methyl)carbamate